(6-(5-(1-((5-ethylthiazol-2-yl)amino)-1-oxopropan-2-yl)thiophen-3-yl)pyridin-3-yl)acrylamide C(C)C1=CN=C(S1)NC(C(C)C1=CC(=CS1)C1=CC=C(C=N1)C(C(=O)N)=C)=O